ClC=1C(=CC2=C(NC=3C=NC=NC3N2CCO)C1)CC 7-chloro-8-ethyl-10-(2-hydroxyethyl)benzo[g]pteridine